pyridinium Pyridinium triiodide [I-].[I-].[I-].[NH+]1=CC=CC=C1.[NH+]1=CC=CC=C1